5-(7-Chloro-2,4-dioxo-3,4-dihydroquinazolin-1(2H)-yl)-N-(3-(7-chloro-2,4-dioxo-3,4-dihydroquinazolin-1(2H)-yl)phenyl)thiophene-3-carboxamide ClC1=CC=C2C(NC(N(C2=C1)C1=CC(=CS1)C(=O)NC1=CC(=CC=C1)N1C(NC(C2=CC=C(C=C12)Cl)=O)=O)=O)=O